2-amino-N-[(3R,4R)-4-[4-(2-hydroxy-5-methoxybenzoyl)benzamido]pyrrolidin-3-yl]pyrimidine-4-carboxamide NC1=NC=CC(=N1)C(=O)N[C@@H]1CNC[C@H]1NC(C1=CC=C(C=C1)C(C1=C(C=CC(=C1)OC)O)=O)=O